ClC1=C(C=NC(=C1)[C@@H](CCC)O)C1=NC=C2C=C(N=CC2=C1)NC(=O)C1CC1 (R)-N-(7-(4-chloro-6-(1-hydroxybutyl)pyridin-3-yl)-2,6-naphthyridin-3-yl)cyclopropanecarboxamide